FC(C[N+]1=C2N(C(C(=C1O)C(C[N+](=O)[O-])C1=CC=C(C=C1)F)=O)C=CC=C2)F 1-(2,2-difluoroethyl)-3-(1-(4-fluorophenyl)-2-nitroethyl)-4-oxo-4H-pyrido[1,2-a]pyrimidin-1-ium-2-ol